acetoacetyl-D-β-hydroxybutyrate C(CC(=O)C)(=O)OC(CC(C)O)=O